N-allyl-3,4-difluoro-5-((3-fluoro-2-((N-methylaminosulfonyl)amino)pyridin-4-yl)methyl)-2-((2-fluoro-4-vinylphenyl)amino)benzamide C(C=C)NC(C1=C(C(=C(C(=C1)CC1=C(C(=NC=C1)NS(=O)(=O)NC)F)F)F)NC1=C(C=C(C=C1)C=C)F)=O